amino-4-methylpiperidine NN1CCC(CC1)C